4-((3,4'-dichloro-[1,1'-biphenyl]-4-yl)thio)-1H-1,2,3-triazole ClC=1C=C(C=CC1SC=1N=NNC1)C1=CC=C(C=C1)Cl